(E)-4-methyl-1H-pyrrole-3-carboxamide CC=1C(=CNC1)C(=O)N